Tert-butyl 4-(4-(2-(2,6-dioxopiperidin-3-yl)-1,3-dioxoisoindolin-5-yl)piperazin-1-yl)piperidine-1-carboxylate O=C1NC(CCC1N1C(C2=CC=C(C=C2C1=O)N1CCN(CC1)C1CCN(CC1)C(=O)OC(C)(C)C)=O)=O